3-methylsulfanylbenzofuran-6-carboxylic Acid CSC1=COC2=C1C=CC(=C2)C(=O)O